O[C@H]1CN(OC1)C(=O)C=1N(C=C2N(CN(CC21)C)CC2CC2)CC2=CC=CC1=CC=CC=C21 (S)-5-(4-hydroxyisoxazolidine-2-carbonyl)-1-cyclopropylmethyl-3-methyl-6-(naphthalen-1-ylmethyl)-1,6-dihydro-2H-pyrrolo[3,4-d]Pyrimidine